CN(C1=CC=C(C=N1)B1OC(C)(C)C(C)(C)O1)C 6-dimethylaminopyridin-3-boronic acid pinacol ester